C(#N)C1=C(C=C(C(N1C1=CC=C(C=C1)F)=O)C(=O)N)C1CC1 6-cyano-5-cyclopropyl-1-(4-fluorophenyl)-2-oxo-1,2-dihydropyridine-3-carboxamide